C(C)(C)OC1=NC=C(C=C1)B(O)O 2-isopropoxypyridine-5-boronic acid